(R)-1-(2-(3-(ethoxymethyl)-1-(2-(6-methylpyridin-3-yl)propan-2-yl)pyrrolidin-3-yl)ethyl)-3-ethyl-1,3-dihydro-2H-benzo[d]imidazol-2-one C(C)OC[C@@]1(CN(CC1)C(C)(C)C=1C=NC(=CC1)C)CCN1C(N(C2=C1C=CC=C2)CC)=O